NC1=C(C=C(C=C1)C(=O)N1CCN(CC1)C)OC (4-amino-3-methoxyphenyl)(4-methylpiperazin-1-yl)methanone